4-((3-(4-(((3RS,4SR)-3-fluoro-1-((R)-2-hydroxy-3-methoxypropyl)piperidin-4-yl)amino)-1-(2,2,2-trifluoroethyl)-1H-indol-2-yl)prop-2-yn-1-yl)amino)-3-methoxybenzenesulfonamide F[C@@H]1CN(CC[C@@H]1NC1=C2C=C(N(C2=CC=C1)CC(F)(F)F)C#CCNC1=C(C=C(C=C1)S(=O)(=O)N)OC)C[C@H](COC)O |&1:1,6|